N1=C(C=C(C=C1)C)N 4-picoline-2-amine